BrC=1C=CC(=NC1)C(C(=O)OCC)(F)F ethyl 2-(5-bromopyridin-2-yl)-2,2-difluoroacetate